CC(C(C(=O)[O-])(C)C)(CCCC)C.CC(C(C(=O)[O-])(C)C)(CCCC)C.[O-2].[Ti+4] titanium oxide bis(tetramethylheptaneate)